CN1CCC(CC1)C1=CC=C(C=C1)C1=CC=2N=CN(C(C2S1)=O)C(C(=O)NC=1SC=CN1)C1=CC=CC=C1 2-(6-(4-(1-methylpiperidin-4-yl)phenyl)-4-oxothieno[3,2-d]Pyrimidine-3(4H)-yl)-2-phenyl-N-(thiazol-2-yl)acetamide